trans-4-(3,4-dihydroisoquinolin-2(1H)-yl)-1-(6-((2-cyclopropylphenyl)amino)pyrimidin-4-yl)piperidin-3-ol C1N(CCC2=CC=CC=C12)[C@H]1[C@@H](CN(CC1)C1=NC=NC(=C1)NC1=C(C=CC=C1)C1CC1)O